The molecule is an amino tetrasaccharide antigen consisting of two 3-deoxy-D-manno-oct-2-ulose residues and two glucosamine residues (one at the reducing end) in a linear sequence, with two phosphate groups attached. It has a role as an antigen. C1[C@H]([C@H]([C@H](O[C@]1(C(=O)O)O[C@@H]2C[C@@](O[C@@H]([C@@H]2O)[C@@H](CO)O)(C(=O)O)OC[C@@H]3[C@H]([C@@H]([C@H]([C@@H](O3)OC[C@@H]4[C@H]([C@@H]([C@H]([C@H](O4)OP(=O)(O)O)N)O)O)N)O)OP(=O)(O)O)[C@@H](CO)O)O)O